tert-butyl (2S,6R)-2,6-dimethyl-4-((5-(6-(5-(6-methylpyridin-2-yl)-1-((2-(trimethylsilyl)ethoxy)methyl)-1H-imidazol-4-yl)quinolin-3-yl)pyridin-2-yl)methyl)piperazine-1-carboxylate C[C@@H]1N([C@@H](CN(C1)CC1=NC=C(C=C1)C=1C=NC2=CC=C(C=C2C1)C=1N=CN(C1C1=NC(=CC=C1)C)COCC[Si](C)(C)C)C)C(=O)OC(C)(C)C